trans-2,3,4,5,6-pentafluoro-beta-nitrostyrene FC1=C(/C=C/[N+](=O)[O-])C(=C(C(=C1F)F)F)F